6-[(cyclopropylmethyl)carbamoyl]-2,3-dihydrospiro[chromen-4,1'-cyclopropane] C1(CC1)CNC(=O)C=1C=C2C(=CC1)OCCC21CC1